C(#N)C1=CC(=C(COC2=CC=CC(=N2)C2CCN(CC2)[C@H](C)C2=NC3=C(N2C)C=C(C=C3OC(F)F)C(=O)O)C=C1)F (R)-2-(1-(4-(6-((4-Cyano-2-fluorobenzyl)oxy)pyridin-2-yl)piperidin-1-yl)ethyl)-4-(difluoromethoxy)-1-methyl-1H-benzo[d]imidazole-6-carboxylic acid